BrC=1C=NN(C1NC(O[C@H](C)C1=CC=CC=C1)=O)CC1CC1 (R)-1-phenylethyl (4-bromo-1-(cyclopropylmethyl)-1H-pyrazol-5-yl)carbamate